FC(C(C(C(F)(F)F)(F)F)(F)F)(S(=O)(=O)N1CCNCC1)F 1-(1,1,2,2,3,3,4,4,4-nonafluorobutylsulfonyl)piperazine